(R)-3-(4-((1r,4R)-4-(4-(4-(3-amino-6-(5-fluoro-2-hydroxyphenyl)pyridazin-4-yl)-1H-pyrazol-1-yl)piperidin-1-yl)cyclohexyl)indolin-1-yl)piperidine-2,6-dione NC=1N=NC(=CC1C=1C=NN(C1)C1CCN(CC1)C1CCC(CC1)C1=C2CCN(C2=CC=C1)[C@H]1C(NC(CC1)=O)=O)C1=C(C=CC(=C1)F)O